N1=CC(=CC=C1)C=1N=C(SC1C1=CC=NC2=CC=CC=C12)N 4-Pyridin-3-yl-5-quinolin-4-yl-thiazol-2-ylamine